trans-octenyl acetate C(C)(=O)O\C=C\CCCCCC